C(CCCCCCCCCCCCCCCCCCC)N=C=O n-icosyl isocyanate